C(CCOC1=CC2=C(SC(=C2)C(C[C@@H](C(=O)O)C)=O)C=C1OC)OC1=CC2=C(SC(=C2)C(C[C@@H](C(=O)O)C)=O)C=C1OC (2S,2'S)-4,4'-((propane-1,3-diylbis(oxy))bis(6-methoxybenzo[b]thiophene-5,2-diyl))bis(2-methyl-4-oxobutanoic acid)